C(C1=CC=CC=C1)OC1(C2=NN=C(C=3C(=CC(=C(N(CCC=CCC1)C(C)C)N3)C(F)(F)F)[N+](=O)[O-])O2)C(F)(F)F benzyloxy-13-isopropyl-17-nitro-6,15-bis(trifluoromethyl)-19-oxa-3,4,13,18-tetraazatricyclo[12.3.1.12,5]nonadeca-1(18),2,4,9,14,16-hexa-ene